N-(4-(1-(pyridin-3-ylsulfonyl)-1H-imidazol-2-yl)phenyl)quinoline-8-sulfonamide N1=CC(=CC=C1)S(=O)(=O)N1C(=NC=C1)C1=CC=C(C=C1)NS(=O)(=O)C=1C=CC=C2C=CC=NC12